4-(4-(3-(4-((tert-butoxycarbonyl)amino)piperidin-1-yl)-3-oxopropyl)piperazin-1-yl)picolinic acid C(C)(C)(C)OC(=O)NC1CCN(CC1)C(CCN1CCN(CC1)C1=CC(=NC=C1)C(=O)O)=O